[Si](C)(C)(C(C)(C)C)OCC1=NN2C(C=C(C=C2/C=C/C(=O)OCC)C2CC2)=C1 ethyl (E)-3-(2-(((tert-butyldimethylsilyl)oxy)methyl)-5-cyclopropylpyrazolo[1,5-a]pyridin-7-yl)acrylate